C1(=CC=CC=C1)CCCN 3-phenylpropyl-amine